FC1=CC=C(C=C1)C1=C(N(C=N1)C1CCNCC1)C1=CC=NC=C1 4-[5-(4-fluorophenyl)-3-piperidin-4-ylimidazol-4-yl]pyridine